C1=CC(=CC=C1/C=C/C=O)O The molecule is a cinnamaldehyde that is (E)-cinnamaldehyde substituted at position 4 on the phenyl ring by a hydroxy group. It has a role as an apoptosis inducer, an EC 1.14.13.39 (nitric oxide synthase) inhibitor and a plant metabolite. It derives from an (E)-cinnamaldehyde.